11-amino-3-cyclopropyl-7-(1-methylcyclopropyl)-4,5,6,7-tetrahydroisoxazolo[4'',3'':6',7']cyclohepta[1',2':4,5]pyrrolo[2,3-d]pyrimidin-4-ol NC=1C2=C(N=CN1)N(C1=C2C=2C(C(CC1)O)=C(ON2)C2CC2)C2(CC2)C